C(C)(C)[C@H]1OC2=C(CN(C1)C(=O)C1CCOCC1)C=CC(=C2)C(=O)OC Methyl (R)-2-isopropyl-4-(tetrahydro-2H-pyran-4-carbonyl)-2,3,4,5-tetrahydrobenzo[f][1,4]oxazepine-8-carboxylate